dimethyl-2,2'-azobis(2-methylpropionic acid) CC(C(C(=O)O)(C)N=NC(C(=O)O)(C)C)C